2-[9H-fluoren-9-ylmethoxycarbonyl(isopropyl)amino]acetic acid C1=CC=CC=2C3=CC=CC=C3C(C12)COC(=O)N(CC(=O)O)C(C)C